C1(CC1)N=S1(CCC(CC1)(F)C1=CC2=C(N=CN=C2N[C@H](C)C2=C(C(=CC=C2)C(F)F)F)N(C1=O)C)=O 6-[1-(cyclopropylimino)-4-fluoro-1-oxo-1λ6-thian-4-yl]-4-{[(1R)-1-[3-(difluoromethyl)-2-fluorophenyl]ethyl]amino}-8-methyl-7H,8H-pyrido[2,3-d]pyrimidin-7-one